C1=C2C(=C(C(=C1Cl)Cl)Cl)OC3=C(O2)C(=C(C(=C3Cl)Cl)Cl)Cl 1,2,3,4,6,7,8-heptachlorodibenzo-p-dioxin